C1(=CC=CC=C1)S(=O)(=O)OC=1C=C(C=CC1)NC(=O)NC1=CC=C(C=C1)OS(=O)(=O)C1=CC=C(C)C=C1 N-[3-(benzenesulfonyloxy)phenyl]-N'-[4-(p-toluenesulfonyloxy)phenyl]urea